(2-(4-(3H-imidazo[4,5-b]pyridin-7-yl)-1H-pyrazol-1-yl)pyridin-4-yl)-2,2,2-trifluoroethanol N1=CNC2=NC=CC(=C21)C=2C=NN(C2)C2=NC=CC(=C2)C(C(F)(F)F)O